(R)-N-(8-cyano-6-oxo-1,4,5,6-tetrahydro-2H-pyrano[3,4-c]isoquinolin-1-yl)-3-fluoro-N-methyl-4-(trifluoromethyl)benzamide C(#N)C=1C=CC=2C3=C(NC(C2C1)=O)COC[C@@H]3N(C(C3=CC(=C(C=C3)C(F)(F)F)F)=O)C